3'-(2,3-dichlorobenzoyl)-4'-(3,4-dihydroxyphenyl)-1'-methylspiro[indoline-3,2'-pyrrolidin]-2-one ClC1=C(C(=O)C2C3(N(CC2C2=CC(=C(C=C2)O)O)C)C(NC2=CC=CC=C23)=O)C=CC=C1Cl